2'-methyl-6'-nitro-2',5'-dihydrospiro[oxetane-3,4'-[1,2,3]triazolo[4,5-c]quinoline] CN1N=C2C(C3(NC=4C(=CC=CC24)[N+](=O)[O-])COC3)=N1